C[C@]1([C@H]2CCC(=O)C(=C)[C@@]2([C@H]([C@@H]([C@]1(C)O)OC(=O)C3=CC=CC=C3)OC(=O)C4=CN=CC=C4)C)/C=C/C5=CC(=O)OC5 The molecule is a diterpene alkaloid of group of neo-clerodanes isolated from the whole plants of Scutellaria barbata and has been shown to exhibit neoplastic activity. It has a role as an antineoplastic agent and a plant metabolite. It is a diterpene lactone, a diterpene alkaloid, a pyridine alkaloid, a benzoate ester and a butenolide.